C1(=CC=CC=C1)C(C1=CC=CC=C1)=NC1=C(C=C2C(=N1)C(=C(N2COCC[Si](C)(C)C)C(=O)O)I)C 5-((diphenylmethylene)amino)-3-iodo-6-methyl-1-((2-(trimethylsilyl)ethoxy)methyl)-1H-pyrrolo[3,2-b]pyridine-2-carboxylic acid